(4-(2-(4-((2-cyclopropyl-5-ethoxy-4'-fluoro-[1,1'-biphenyl]-4-yl)methyl)piperazin-1-yl)-2-oxoethyl)phenyl)phosphonic acid C1(CC1)C1=C(C=C(C(=C1)CN1CCN(CC1)C(CC1=CC=C(C=C1)P(O)(O)=O)=O)OCC)C1=CC=C(C=C1)F